(3R,3aR,6S,6aR)-6-benzyloxy-3-(2-iodoethoxy)-2,3,3a,5,6,6a-hexahydrofuro[3,2-b]furan C(C1=CC=CC=C1)O[C@H]1CO[C@H]2[C@@H]1OC[C@H]2OCCI